C(#N)C=1C=C(C=CC1OC(C)C)C1=CNC2=NC=CC(=C21)OC2=C(C=C(C=C2F)NC=2OC[C@](CN2)(C#N)CO)F |r| (+/-)-2-{[4-({3-[3-cyano-4-(propan-2-yloxy)phenyl]-1H-pyrrolo[2,3-b]pyridin-4-yl}oxy)-3,5-difluorophenyl]amino}-5-(hydroxymethyl)-5,6-dihydro-4H-1,3-oxazine-5-carbonitrile